ONC(=O)C=1C=NC(=NC1)N1CC2C(C2C1)NCC1=NC2=CC=C(C=C2C=C1)F N-hydroxy-2-{6-((6-fluoro-quinolin-2-ylmethyl)-amino)-3-aza-bicyclo[3.1.0]hex-3-yl}pyrimidine-5-carboxamide